N-(1-(5-ethylfuran-2-yl)-2,2-dimethylpropyl)-4-(trifluoromethoxy)benzenesulfonamide C(C)C1=CC=C(O1)C(C(C)(C)C)NS(=O)(=O)C1=CC=C(C=C1)OC(F)(F)F